TRIS[hydroxymethyl]-aminoethane OCC(CN)(CO)CO